ClC=1C=C2C(=C3C4(NC(NC13)=O)CCCCC4)OC(=C2)CN2CC=4N(CC2)C(=NN4)C(F)(F)F 5'-chloro-2'-{[3-(trifluoromethyl)-5H,6H,7H,8H-[1,2,4]triazolo[4,3-a]pyrazin-7-yl]methyl}-7',8'-dihydro-6'H-spiro[cyclohexane-1,9'-furo[2,3-f]quinazoline]-7'-one